4,5,6,7-tetrahydrothieno[2,3-c]pyridine-3-carboxamide S1C=C(C2=C1CNCC2)C(=O)N